7-chloro-N-(5-cyclopropyl-4,6-dimethylpyrimidin-2-yl)-1-methyl-6-(pyrazolo[1,5-a]pyrazin-3-yloxy)-1H-imidazo[4,5-b]pyridin-2-amine ClC1=C2C(=NC=C1OC=1C=NN3C1C=NC=C3)N=C(N2C)NC2=NC(=C(C(=N2)C)C2CC2)C